1-methyl-4-[2-(3-nitro-1H-pyrazol-1-yl)ethyl]Piperazine CN1CCN(CC1)CCN1N=C(C=C1)[N+](=O)[O-]